C12CN(CCC2C1)CCN1N=CC2=C(C=C(C=C12)C(=O)N)C1=NC(=NN1)C1=CC(=NN1CC)C 1-[2-(3-azabicyclo[4.1.0]heptan-3-yl)ethyl]-4-[3-(1-ethyl-3-methyl-1H-pyrazol-5-yl)-1H-1,2,4-triazol-5-yl]-1H-indazole-6-carboxamide